(2,4,6-trichlorophenyl)-3-acrylamido-5-pyrazolone ClC1=C(C(=CC(=C1)Cl)Cl)C1=C(N=NC1=O)NC(C=C)=O